N,N,N'',N''-Tetrakis[(tert-butyloxycarbonyl)methyl]-N'-[(methyloxycarbonyl)methyl]diethylenetriamine C(C)(C)(C)OC(=O)CN(CCN(CCN(CC(=O)OC(C)(C)C)CC(=O)OC(C)(C)C)CC(=O)OC)CC(=O)OC(C)(C)C